CC=1N=NSC1C(=O)[O-] 4-methyl-1,2,3-thiadiazole-5-formate